(S)-N-(3-(6-amino-3,3-difluoro-2-(fluoromethyl)-2,3,4,5-tetrahydropyridin-2-yl)-4-fluorophenyl)-5-(methoxy-d3)picolinamide NC=1CCC([C@@](N1)(CF)C=1C=C(C=CC1F)NC(C1=NC=C(C=C1)OC([2H])([2H])[2H])=O)(F)F